Methyl 2-(2-cyclobutyl-1,3-thiazol-5-yl)-5-[({1-[2-fluoro-4-(trifluoromethyl) phenyl]cyclopropyl}carbonyl) amino]benzoate C1(CCC1)C=1SC(=CN1)C1=C(C(=O)OC)C=C(C=C1)NC(=O)C1(CC1)C1=C(C=C(C=C1)C(F)(F)F)F